N[C@H]1C[C@@H](C[C@@H]1C)C(=O)OC(C)(C)C tert-butyl (1R,3S,4S)-3-amino-4-methylcyclopentane-1-carboxylate